C(C)(C)(C)OC(=O)N1C(CCCC1)C=1OC(=NN1)S(=O)(=O)C 2-(5-methanesulfonyl-1,3,4-oxadiazol-2-yl)piperidine-1-carboxylic acid tert-butyl ester